IC1=NN(C=C1)C1(COC1)C 3-iodo-1-(3-methyl-oxetan-3-yl)-1H-pyrazole